4-(4-((1R,5S)-3,8-diazabicyclo[3.2.1]octan-3-yl)-8-fluoro-2-(((2R,7aS)-2-fluorotetrahydro-1H-pyrrolizin-7a(5H)-yl)methoxy)quinazolin-7-yl)-5,6-difluoronaphthalen-2-ol [C@H]12CN(C[C@H](CC1)N2)C2=NC(=NC1=C(C(=CC=C21)C2=CC(=CC1=CC=C(C(=C21)F)F)O)F)OC[C@]21CCCN1C[C@@H](C2)F